tert-butyl-6-(4-butylpiperidin-1-yl)-2-methylpyridin-3-amine C(C)(C)(C)C1=C(C(=NC(=C1)N1CCC(CC1)CCCC)C)N